C1(=CC=CC=C1)C(=NNC1=CC=C(C(=C1CNC(OC(C)(C)C)=O)F)OC)C1=CC=CC=C1 tert-butyl (6-(2-(diphenylmethylene)hydrazinyl)-2-fluoro-3-methoxybenzyl)carbamate